C1(=CC=CC=C1)C=1C(NC2=CC=CC=C2C1)=O PHENYLQUINOLONE